2,7-dihydroxy-9-phenylfluorene OC1=CC=2C(C3=CC(=CC=C3C2C=C1)O)C1=CC=CC=C1